CC1=C(N=CN1COCC[Si](C)(C)C)CN (5-Methyl-1-((2-(trimethylsilyl)ethoxy)methyl)-1H-imidazol-4-yl)methanamine